BrC=1N=CN(C1)C=1C=C(C=CC1)C1(C(N(CC1)C)=O)O 3-(3-(4-Bromo-1H-imidazol-1-yl)phenyl)-3-hydroxy-1-methylpyrrolidin-2-one